OCC1CC12C(N(CC2)C(=O)OC(C)(C)C)C(=O)OCC 5-tert-butyl 4-ethyl 1-(hydroxymethyl)-5-azaspiro[2.4]heptane-4,5-dicarboxylate